(trifluoromethyl)pyrazol FC(F)(F)C1=NNC=C1